(4-(6-methoxypyridin-2-yl)phenyl)methanol COC1=CC=CC(=N1)C1=CC=C(C=C1)CO